(S)-2-((N-cyclopropylsulfamoyl)amino)-N-(1-(8-ethynyl-1-oxo-2-phenyl-1,2-dihydroisoquinolin-3-yl)ethyl)pyrazolo[1,5-a]pyrimidine-3-carboxamide C1(CC1)NS(=O)(=O)NC1=NN2C(N=CC=C2)=C1C(=O)N[C@@H](C)C=1N(C(C2=C(C=CC=C2C1)C#C)=O)C1=CC=CC=C1